N-methyl-1-(5-(trifluoromethyl)pyrimidin-2-yl)piperidin-4-amine hydrochloride Cl.CNC1CCN(CC1)C1=NC=C(C=N1)C(F)(F)F